CC1=CC=C2CNCC2=C1 6-methyl-isoindoline